C(C)N(CC)C=1C(OC2=CC=CC=C2C1)=O (diethylamino)-2H-chromene-2-one